CC1=C(C(=O)O)C=CC=C1NS(=O)(=O)CCC 2-methyl-3-(propylsulfonylamino)benzoic acid